palladium dithiolate S1SC(C=C1)C(=O)[O-].[Pd+2].S1SC(C=C1)C(=O)[O-]